(trifluoromethyl)-5,6,7,8-tetrahydro-[1,2,4]triazolo[4,3-a]pyrazine hydrochloride Cl.FC(F)(F)C1=NN=C2N1CCNC2